2-(benzylamino)-N-cyclopentyl-3,3-difluoro-N,4-dimethylpentanamide C(C1=CC=CC=C1)NC(C(=O)N(C)C1CCCC1)C(C(C)C)(F)F